dimethoxyphenyl-acetylene COC=1C(=C(C=CC1)C#C)OC